(((((1R,2S,5R)-2-carbamoyl-7-oxo-1,6-diazabicyclo[3.2.1]octan-6-yl) oxy) sulfonyl) oxy)-2,2-dimethylpropyl 2,6-dimethylbenzoate CC1=C(C(=O)OC(C(C)(C)C)OS(=O)(=O)ON2[C@@H]3CC[C@H](N(C2=O)C3)C(N)=O)C(=CC=C1)C